3',6'-diacetoxy-2',7'-difluoro-3-oxo-3H-spiro[isobenzofuran-1,9'-xanthene]-5-Carboxylic acid C(C)(=O)OC=1C(=CC=2C3(C4=CC(=C(C=C4OC2C1)OC(C)=O)F)OC(C1=CC(=CC=C13)C(=O)O)=O)F